2-((1r,2r)-1-(2-chloro-5-fluorophenyl)-1-(1-(2-(trifluoromethoxy)ethyl)-1H-pyrazol-4-yl)propan-2-yl)-5-hydroxy-N-(isoxazol-4-yl)-1-methyl-6-oxo-1,6-dihydropyrimidine-4-carboxamide ClC1=C(C=C(C=C1)F)[C@H]([C@@H](C)C=1N(C(C(=C(N1)C(=O)NC=1C=NOC1)O)=O)C)C=1C=NN(C1)CCOC(F)(F)F